benzyl (R)-3,3,3-trifluoro-2-methoxy-2-methylpropionate FC([C@](C(=O)OCC1=CC=CC=C1)(C)OC)(F)F